ethylthiobutanal C(C)SC(C=O)CC